COC(C1=CC=C(C=C1)C1=NC2=C(N1C(C1CCCC1)C(NCC1=CC=CC=C1)=O)C=CC=C2)=O 4-[1-(benzylcarbamoyl-cyclopentyl-methyl)-1H-benzimidazol-2-yl]-benzoic acid methyl ester